2-[4-(cyclopropylmethylsulfanyl)-2,5-dimethoxyphenyl]ethanamine C1(CC1)CSC1=CC(=C(C=C1OC)CCN)OC